ClC=1C=C(C=CC1F)NC(=O)C1=C2CC[C@@H](C2=C(C=C1)F)NC1=NC=CC(=N1)C(=O)N (S)-2-((4-((3-chloro-4-fluorophenyl)carbamoyl)-7-fluoro-2,3-dihydro-1H-inden-1-yl)amino)pyrimidine-4-carboxamide